2-methoxy-N-methylbenzamide COC1=C(C(=O)NC)C=CC=C1